ethyl 3-{2-chloro-4-fluoro-5-[3-methyl-2,6-dioxo-4-(trifluoromethyl)-3,6-dihydropyrimidin-1(2H)-yl] phenyl}-5-methyl-4,5-dihydro-1,2-oxazole-5-carboxylate ClC1=C(C=C(C(=C1)F)N1C(N(C(=CC1=O)C(F)(F)F)C)=O)C1=NOC(C1)(C(=O)OCC)C